(S)-2-(3-Fluorophenyl)-N-((2-((1,1,1-trifluoropropan-2-yl)oxy)pyridin-4-yl)methyl)acetamide FC=1C=C(C=CC1)CC(=O)NCC1=CC(=NC=C1)O[C@H](C(F)(F)F)C